8-[6-(propan-2-yloxy)pyrazin-2-yl]-2-[6-(trifluoromethyl)pyridin-3-yl]-2,8-diazaspiro[4.5]decane CC(C)OC1=CN=CC(=N1)N1CCC2(CCN(C2)C=2C=NC(=CC2)C(F)(F)F)CC1